FC=1C=C(C2=C(N=C(O2)C2=CC=C(N)C=C2)C1)F 4-(5,7-difluoro-1,3-benzoxazol-2-yl)aniline